(Z)-3,5-dimethoxy-4-((S-((1H-1,2,3-triazol-4-yl)methyl)-L-cysteinyl)oxy)-benzoic acid-(4-guanidino)-butyl ester N(C(=N)N)CCCCOC(C1=CC(=C(C(=C1)OC)OC([C@@H](N)CSCC=1N=NNC1)=O)OC)=O